C(#N)C1=C(N=C(S1)NC(=O)C=1C=CC(=NC1)N1CCC(CC1)C(=O)O)C1=CSC=C1 1-(5-(5-cyano-4-(thiophen-3-yl)thiazol-2-ylcarbamoyl)pyridin-2-yl)piperidine-4-carboxylic acid